methylisoamyl Acetate CC(C)CC(C)OC(=O)C